(1R,4R)-N-(2,4-difluorophenyl)-5-(4-methoxyphenyl)-2,5-diazabicyclo[2.2.1]heptane-2-carboxamide FC1=C(C=CC(=C1)F)NC(=O)N1[C@H]2CN([C@@H](C1)C2)C2=CC=C(C=C2)OC